(4-Bromo-1-methyl-1H-pyrazol-3-yl)-(4-phenethyl-piperazin-1-yl)-methanone BrC=1C(=NN(C1)C)C(=O)N1CCN(CC1)CCC1=CC=CC=C1